6-(2-methoxy-3-methylphenyl)-2-(pyrimidin-2-yl)-7,8-dihydro-phthalazin-1(2H)-one COC1=C(C=CC=C1C)C1=CC=2C=NN(C(C2CC1)=O)C1=NC=CC=N1